F[C@H]1CN(CC[C@@H]1N1N=CC(=C1)B1OC(C(O1)(C)C)(C)C)C(=O)OC(C)(C)C tert-butyl (3S,4S)-3-fluoro-4-(4-(4,4,5,5-tetramethyl-1,3,2-dioxaborolan-2-yl)-1H-pyrazol-1-yl)piperidine-1-carboxylate